FC(OC=1C=CC=2C(C3=CC=C(C=C3C2C1)OC(F)(F)F)NC(=O)C=1C(NC(=CC1)C(F)(F)F)=O)(F)F N-(3,6-bis(trifluoromethoxy)-9H-fluoren-9-yl)-2-oxo-6-(trifluoromethyl)-1,2-dihydropyridine-3-carboxamide